BrC1=CC=C(C=C1)N1N=C(C(=C1)[C@@H]1O[C@H](C(N1CCC1=CC2=C(NC(N2)=O)C=C1)=O)C)C1=COC=C1 (2S,5S)-2-(1-(4-bromophenyl)-3-(furan-3-yl)-1H-pyrazole-4-yl)-5-methyl-3-(2-(2-oxo-2,3-dihydro-1H-benzo[d]imidazol-5-yl)ethyl)oxazolidin-4-one